4-(diethoxyphosphoryl)-2,6-difluorobenzyl bromide C(C)OP(=O)(OCC)C1=CC(=C(CBr)C(=C1)F)F